CC1=C(C=C(C=C1)NC(OC(C)(C)C)=O)C1=NOC(=N1)C tert-butyl (4-methyl-3-(5-methyl-1,2,4-oxadiazol-3-yl)phenyl)carbamate